ClC=1C=NC(=C(C(=O)NC2CCC(CC2)CN2C(C(C3=CC=CC=C23)(O)C2=NC=C(C=C2)F)=O)C1)C(F)(F)F 5-chloro-N-((1r,4r)-4-((3-(5-fluoropyridin-2-yl)-3-hydroxy-2-oxoindolin-1-yl)methyl)cyclohexyl)-2-(trifluoromethyl)nicotinamide